3H-1,2-benzoxaborole O1BCC2=C1C=CC=C2